Cl.N[C@@H]1CN(CCC1)C1=CC(=NC=C1C=1C=NN(C1)CCCN(C)C)NC1=NC(=NC=C1)C1=C(C=CC=C1OC)F (S)-N-(4-(3-aminopiperidin-1-yl)-5-(1-(3-(dimethylamino)propyl)-1H-pyrazol-4-yl)pyridin-2-yl)-2-(2-fluoro-6-methoxyphenyl)pyrimidin-4-amine hydrochloride